ClC1=CC=C(C=N1)CNCC1=C(C=CC(=C1)Cl)F 1-(6-chloropyridin-3-yl)-N-(5-chloro-2-fluorobenzyl)methylamine